S(=O)(=O)(ON1[C@@H]2CC[C@@H](N(C1=O)C2)N(C=O)S(=O)(=O)CC)[O-].[Na+] sodium (2S,5R)-2-(N-(ethylsulfonyl) formamidyl)-7-oxo-1,6-diazabicyclo[3.2.1]oct-6-yl sulfate